4,5-dihydro-2-nonyl-1H-imidazole-1-ethanol C(CCCCCCCC)C=1N(CCN1)CCO